aluminum oxysulfide O=S.[Al]